3,4-dihydro-4-(trifluoromethyl)-2(1H)-quinazolinone FC(C1NC(NC2=CC=CC=C12)=O)(F)F